OC(C[N+](CC#C)(C)C)O N-(2,2-dihydroxyethyl)-N,N-dimethylprop-2-yn-1-aminium